methyl-4-[[5-(trifluoromethyl)-2-pyridyl]amino]benzenesulfonamide CC1=C(C=CC(=C1)NC1=NC=C(C=C1)C(F)(F)F)S(=O)(=O)N